4-amino-2-fluoro-5-(2-fluoropyridin-4-yl)-3-(prop-1-en-2-yl)benzoic acid methyl ester COC(C1=C(C(=C(C(=C1)C1=CC(=NC=C1)F)N)C(=C)C)F)=O